N-(4,4-difluoropyrrolidin-3-yl)-6-(6-(6-fluoropyrazolo[1,5-a]pyridin-3-yl)imidazo[1,2-b]pyridazin-3-yl)pyridin-2-amine FC1(C(CNC1)NC1=NC(=CC=C1)C1=CN=C2N1N=C(C=C2)C=2C=NN1C2C=CC(=C1)F)F